(1aR,5aR)-2-(2,4-Difluoro-phenyl)-1a,2,5,5a-tetrahydro-1H-2,3-diaza-cyclopropa[a]pentalene-4-carboxylic acid (6-morpholin-4-yl-pyridin-3-yl)-amide N1(CCOCC1)C1=CC=C(C=N1)NC(=O)C=1C=2C[C@@H]3[C@H](C2N(N1)C1=C(C=C(C=C1)F)F)C3